O=C1N(C(C=C1)=O)CCNCCC(=O)[O-] 2-(2,5-dioxo-2,5-dihydro-1H-pyrrol-1-yl)ethyl-beta-alaninate